phenyl (2,3-difluorophenyl) sulfide FC1=C(C=CC=C1F)SC1=CC=CC=C1